8-isopropoxy-7-(1H-pyrazol-4-yl)-N-((1R,2R)-2-(trifluoromethyl)cyclobutyl)-[1,2,4]triazolo[1,5-c]pyrimidin-2-amine C(C)(C)OC=1C=2N(C=NC1C=1C=NNC1)N=C(N2)N[C@H]2[C@@H](CC2)C(F)(F)F